(9H-fluoren-9-yl)methyl ((3'-formyl-6-methyl-[1,1'-biphenyl]-2-yl)methyl)carbamate C(=O)C=1C=C(C=CC1)C1=C(C=CC=C1C)CNC(OCC1C2=CC=CC=C2C=2C=CC=CC12)=O